(2S,5R)-tert-butyl 2-(4-chlorophenyl)-5-methyl-4-(1-(trifluoromethyl)cyclopropanecarbonyl)piperazine-1-carboxylate ClC1=CC=C(C=C1)[C@@H]1N(C[C@H](N(C1)C(=O)C1(CC1)C(F)(F)F)C)C(=O)OC(C)(C)C